C(C)(=O)N1[C@H](CN(CC1)C(C=C)=O)C=1C=C(C=C(C1)Cl)C1=CC(=NC=N1)C(=O)NC (S)-6-(3-(1-acetyl-4-acryloylpiperazin-2-yl)-5-chlorophenyl)-N-methylpyrimidine-4-carboxamide